N1(CCC1)[C@H]1C[C@H](C2=CC=CC=C12)NC(C(F)(F)F)=O N-((1R,3S)-3-(azetidin-1-yl)-2,3-dihydro-1H-inden-1-yl)-2,2,2-trifluoroacetamide